(2-((4-((4-(3-((2-((1S)-1-((tetrahydro-2H-pyran-2-yl)oxy)ethyl)-1H-imidazole-1-yl)methyl)isoxazol-5-yl)phenyl)ethynyl)benzyl)amino)ethyl)carbamate O1C(CCCC1)O[C@@H](C)C=1N(C=CN1)CC1=NOC(=C1)C1=CC=C(C=C1)C#CC1=CC=C(CNCCNC([O-])=O)C=C1